tert-butyl 4-([2,5-bis[4-(pyrrolidin-1-yl)piperidine-1-carbonyl]phenyl] amino)benzoate N1(CCCC1)C1CCN(CC1)C(=O)C1=C(C=C(C=C1)C(=O)N1CCC(CC1)N1CCCC1)NC1=CC=C(C(=O)OC(C)(C)C)C=C1